p-chlorophenyl isobutyl ketone C(C(C)C)C(=O)C1=CC=C(C=C1)Cl